C1(=C(C=C(C=C1)N)N)N benzene-1,2,4-trisyltriamine